C(C)(C)C=1C(=NC=C(C1N)C(C)C)C 3,5-diisopropyl-2-methylpyridin-4-amine